ClC=1C(=C(C(=C(C1C)C=O)O)C/C=C(/C=C/[C@@]1([C@H](\C(\CC[C@H]1C)=N\OCC(=O)O)C)C)\C)OCF 2-([[(1E,2R,3R,4R)-3-[(1E,3E)-5-[3-chloro-2-(fluoromethoxy)-5-formyl-6-hydroxy-4-methylphenyl]-3-methylpentane-1,3-dien-1-yl]-2,3,4-trimethylcyclohexylidene]amino]oxy)acetic acid